tertiary butyl-p-benzoquinone C(C)(C)(C)C=1C(C=CC(C1)=O)=O